2-methyl-5-{2-[(piperidin-4-yl)oxy][1,3]thiazolo[4,5-c]pyridin-6-yl}-2H-indazole CN1N=C2C=CC(=CC2=C1)C1=CC2=C(C=N1)N=C(S2)OC2CCNCC2